[N+](=O)([O-])C1=CC=C(C=C1)N1C(CCC1=O)CC#N 2-[1-(4-nitrophenyl)-5-oxopyrrolidin-2-yl]Acetonitrile